C(C)(C)(C)OC(NC1CC(CC1)C1=CC=C(C=C1)B1OC(C(O1)(C)C)(C)C)=O (3-(4-(4,4,5,5-tetramethyl-1,3,2-dioxaborolan-2-yl)phenyl)cyclopentaneYl)carbamic acid tert-butyl ester